2-formylphenyl-boronic acid methyl-iminodiacetate COC(CNCC(=O)O)=O.C(=O)C1=C(C=CC=C1)B(O)O